(S)- and (R)-2-((2-(3-cyano-5-methyl-1H-pyrazol-1-yl)ethyl)amino)-N-(5-(1-methyl-1H-pyrazol-4-yl)pyridin-2-yl)-2-phenylacetamide C(#N)C1=NN(C(=C1)C)CCN[C@H](C(=O)NC1=NC=C(C=C1)C=1C=NN(C1)C)C1=CC=CC=C1 |r|